tert-Butyl 10-((4-nitrophenyl)sulfonamido)-10-((6-oxo-4-phenylpyrimidin-1(6H)-yl)methyl)-7-azaspiro[4.5]decane-7-carboxylate [N+](=O)([O-])C1=CC=C(C=C1)S(=O)(=O)NC1(CCN(CC12CCCC2)C(=O)OC(C)(C)C)CN2C=NC(=CC2=O)C2=CC=CC=C2